2-(2-methoxyphenoxy)-1-(4-methoxyphenyl)ethan-1-ol COC1=C(OCC(O)C2=CC=C(C=C2)OC)C=CC=C1